tert-butyl 3-(7-bromo-8-fluoro-2-((1-(hydroxymethyl) cyclopropyl) methoxy) quinazolin-4-yl)-3,8-diazabicyclo[3.2.1]octane-8-carboxylate BrC1=CC=C2C(=NC(=NC2=C1F)OCC1(CC1)CO)N1CC2CCC(C1)N2C(=O)OC(C)(C)C